C(C)N(CCN)CCO ethyl-2-hydroxyethyl-ethylenediamine